P(=O)(OC(C)(C)C)(OC(C)(C)C)OCN1C(NC(C1=O)(C1CC1)CCC(=O)N1CC2=CC(=C(C=C2C1)Cl)C(F)(F)F)=O di-tert-butyl ((4-(3-(5-chloro-6-(trifluoromethyl)isoindolin-2-yl)-3-oxopropyl)-4-cyclopropyl-2,5-dioxoimidazolidin-1-yl)methyl) phosphate